N-[(1S,2R)-3,3-difluoro-2-hydroxy-cyclohexyl]-1-[3-(difluoromethoxy)phenyl]-3-isopropyl-2-oxo-benzimidazole-5-carboxamide FC1([C@@H]([C@H](CCC1)NC(=O)C1=CC2=C(N(C(N2C(C)C)=O)C2=CC(=CC=C2)OC(F)F)C=C1)O)F